COS(=O)(=O)[O-].OC(C[NH+](C)C)C (2-hydroxypropyl)-dimethyl-ammonium methyl-sulfate